racemic-N-(1-benzyl-3-fluoro-1,3-dimethyl-butyl)-8-fluoro-quinoline-3-carboxamide C(C1=CC=CC=C1)[C@@](CC(C)(C)F)(C)NC(=O)C=1C=NC2=C(C=CC=C2C1)F |r|